N-(1-((difluoromethyl)sulfonyl)piperidin-4-yl)-5-fluoro-4-(8-fluoroquinolin-6-yl)pyrimidin-2-amine FC(S(=O)(=O)N1CCC(CC1)NC1=NC=C(C(=N1)C=1C=C2C=CC=NC2=C(C1)F)F)F